ClC1=C(C(=O)NC2=C3C=NN(C3=CC=C2)C2=CC=C(C=C2)Cl)C=C(C=C1)CNC(CC(C)(C)C)=O 2-Chloro-N-[1-(4-chlorophenyl)-1H-indazol-4-yl]-5-([(3,3-dimethylbutanoyl)amino]methyl)benzamide